ethyl-4-isopropylcinnamate C(C)OC(C=CC1=CC=C(C=C1)C(C)C)=O